2,4-DIMETHYL-PYRROL-3-CARBALDEHYDE CC=1NC=C(C1C=O)C